ClC=1C=CC=2N(C(N=C(C2N1)N1[C@H](CN[C@@H](C1)CC)C)=O)C([2H])([2H])[2H] 6-chloro-4-((2S,5R)-5-ethyl-2-methylpiperazin-1-yl)-1-(methyl-d3)pyrido[3,2-d]pyrimidin-2(1H)-one